CN1C(N2C3=C(C=CC=C3C13C(NC1=CC=C(C=C13)OC(F)(F)F)=O)C=C2C#C[Si](C(C)C)(C(C)C)C(C)C)=O methyl-5-trifluoromethoxy-5'-((triisopropylsilyl)ethynyl)spiro[indoline-3,1'-pyrrolo[3,2,1-ij]quinazoline]-2,3'(2'H)-dione